C(C)(C)C1=C(C=CC=C1)[C@H]1N(CCC1)C1CC2(C1)CCN(CC2)C(=O)OC(C)(C)C tert-butyl (S)-2-(2-(2-isopropylphenyl) pyrrolidin-1-yl)-7-azaspiro[3.5]nonane-7-carboxylate